FC1=C(C(=CC=C1)F)C=1C(=NC=C(C1)C)[C@@H]1CC(=NO1)N1C[C@H](CC1)NS(=O)(=O)CF N-[(3S)-1-{(5S)-5-[3-(2,6-difluorophenyl)-5-methylpyridin-2-yl]-4,5-dihydro-1,2-oxazol-3-yl}pyrrolidin-3-yl]-1-fluoromethanesulfonamide